1-methyl-3-(3-(2-(1-methyl-1H-pyrazol-4-yl)-3H-imidazo[4,5-b]pyridin-7-yl)-3,8-diazabicyclo[3.2.1]octan-8-yl)cyclobutane-1-carbonitrile CC1(CC(C1)N1C2CN(CC1CC2)C2=C1C(=NC=C2)NC(=N1)C=1C=NN(C1)C)C#N